C1(=CC=CC=C1)[C@@H](C)OC(=O)NC=1N(N=CC1Cl)C1=CC=C(C=C1)Br 3-[(R)-1-Phenylethoxycarbonylamino]-2-(p-bromophenyl)-4-chloro-2H-pyrazole